FC1CC2(CC(C2)C(=O)NC=2C=CC(=NC2)C=2N=NN(C2NC(O[C@H](C)C=2C(=NC=CC2)Cl)=O)C)C1 (R)-1-(2-chloropyridin-3-yl)ethyl (4-(5-(6-fluorospiro[3.3]heptane-2-carboxamido)pyridin-2-yl)-1-methyl-1H-1,2,3-triazol-5-yl)carbamate